CCNCCC[Si](OC)(OC)C N-(2-ethyl)3-aminopropylmethyldimethoxysilane